(S)-5-{4-[4-(3,5-dicyclopropylpyridin-2-yl)piperazine-1-carbonyl]-2-fluorophenyl}-5-methylimidazolidine-2,4-dione C1(CC1)C=1C(=NC=C(C1)C1CC1)N1CCN(CC1)C(=O)C1=CC(=C(C=C1)[C@]1(C(NC(N1)=O)=O)C)F